C1=CSC(=C1)CCCCCCCCCCS thiol-decanethiol